ClC1=CC=CC2=C1N=C(S2)CN2[C@H]1CC(C[C@@H]2CCC1)NC(C1=CC(=C(C(=C1)OC)OC)OC)=O N-((1R,3s,5S)-9-((4-chlorobenzo[d]thiazol-2-yl)methyl)-9-azabicyclo[3.3.1]nonan-3-yl)-3,4,5-trimethoxybenzamide